behenyl-trimethyl-ammonium bicarbonate C([O-])(O)=O.C(CCCCCCCCCCCCCCCCCCCCC)[N+](C)(C)C